FC1=CC=C(C=C1)N1CCCCC1 N-(4-fluorophenyl)piperidine